O1NC=CC2=C1C=CC=C2 BenzoOxazine